2-((1-(2-(Isoindolin-2-yl)-6-methyl-4-oxo-3-(tetrahydro-2H-pyran-4-yl)-3,4-dihydroquinazolin-8-yl)ethyl)amino)benzoic acid C1N(CC2=CC=CC=C12)C1=NC2=C(C=C(C=C2C(N1C1CCOCC1)=O)C)C(C)NC1=C(C(=O)O)C=CC=C1